methyl (E)-3-(3-(N-((4-(1-methyl-1H-indazol-5-yl)phenyl)methyl-d)benzamido)phenyl)acrylate CN1N=CC2=CC(=CC=C12)C1=CC=C(C=C1)C(N(C(C1=CC=CC=C1)=O)C=1C=C(C=CC1)/C=C/C(=O)OC)[2H]